N-({5-chloro-6-[(1,2,4-oxadiazol-3-yl)methoxy]-2-indolyl}methyl)1-methylcyclopropanecarboxamide ClC=1C=C2C=C(NC2=CC1OCC1=NOC=N1)CNC(=O)C1(CC1)C